CN(CC(=O)N1[C@H]([C@H](CCC1)NS(=O)(=O)C)CO[C@@H]1CC[C@@H](CC1)C1=CC=CC=C1)C N-(cis-1-(N,N-dimethylglycyl)-2-(((cis-4-phenylcyclohexyl)oxy)methyl)-piperidin-3-yl)methanesulfonamide